BrC=1C=NC=2N(C1)C(=CN2)C(=O)N2C[C@H]([C@@]1(CC2)NCC2=CC=CC=C2C1)O (6-bromoimidazo[1,2-a]pyrimidin-3-yl)((3R,3'R)-3'-hydroxy-1,4-dihydro-1'H,2H-spiro[isoquinoline-3,4'-piperidin]-1'-yl)methanone